CN1CCN(CC1)C1=CC=2N(N=C1)C=CN2 7-(4-Methylpiperazin-1-yl)imidazo[1,2-b]pyridazine